2,3-dimethyl-2-nitro-butane CC(C)(C(C)C)[N+](=O)[O-]